bis-(2,4,6-tri-tert-butylphenyl)pentaerythritol diphosphite OP(O)OP(O)O.C(C)(C)(C)C1=C(C(=CC(=C1)C(C)(C)C)C(C)(C)C)C(O)(C(CO)(CO)CO)C1=C(C=C(C=C1C(C)(C)C)C(C)(C)C)C(C)(C)C